diethyl 2-(1-(8-chloro-2-oxo-1,2-dihydroquinolin-6-yl)-1-oxopropan-2-yl)malonate ClC=1C=C(C=C2C=CC(NC12)=O)C(C(C)C(C(=O)OCC)C(=O)OCC)=O